3-(2-fluorophenyl)-6-(4-methoxyphenyl)-2-phenyl-5-(pyridin-2-ylamino)pyrazolo[1,5-a]pyrimidin-7(4H)-one FC1=C(C=CC=C1)C=1C(=NN2C1NC(=C(C2=O)C2=CC=C(C=C2)OC)NC2=NC=CC=C2)C2=CC=CC=C2